tetrasodium diphosphate [O-]P([O-])(=O)OP(=O)([O-])[O-].[Na+].[Na+].[Na+].[Na+]